3,5-dihydroxy-7-methoxy-4h-chromen-4-one OC1=COC2=CC(=CC(=C2C1=O)O)OC